C(C1=CC=CC=C1)C1=NC(=NN1)C(=O)NC1C(N(C2=C(OC1)C=CC(=C2)CCC(=O)NC2=NC=NC1=CC(=C(C=C21)OC)OC)C)=O 5-benzyl-N-(7-(3-((6,7-dimethoxyquinazolin-4-yl)amino)-3-oxopropyl)-5-methyl-4-oxo-2,3,4,5-tetrahydrobenzo[b][1,4]oxazepin-3-yl)-1H-1,2,4-triazole-3-carboxamide